ClC1=CC(=C(C=C1)N1CCC(CC1)C=1C(=NN(C1NS(=O)(=O)C1=CC=C(C=C1)S(=O)(=O)N(C)C)C)C)F N1-(4-(1-(4-chloro-2-fluorophenyl)piperidin-4-yl)-1,3-dimethyl-1H-pyrazol-5-yl)-N4,N4-dimethylbenzene-1,4-disulfonamide